1-(2-methoxyethyl)pyrazol-4-amine COCCN1N=CC(=C1)N